[N+](=O)([O-])C1=C(C(=O)NC2=CC=C(C=C2)S(=O)(=O)N2CCN(CC2)C(C)C)C=CC(=C1)C(F)(F)F 2-nitro-N-[4-(4-propan-2-ylpiperazin-1-yl)sulfonylphenyl]-4-(trifluoromethyl)benzamide